3-((1-methylpiperidin-4-yl)methoxy)-5-(trifluoromethyl)aniline CN1CCC(CC1)COC=1C=C(N)C=C(C1)C(F)(F)F